C(C)(C)(C)OC(=O)N1[C@@H]2C[C@@H]2C[C@H]1C(NC1=NC(=CC=C1)C(F)(F)F)=O (1R,3S,5R)-3-((6-(trifluoromethyl)pyridin-2-yl)carbamoyl)-2-azabicyclo[3.1.0]hexane-2-carboxylic acid tert-butyl ester